(E)-N'-((5-(azetidin-3-yloxy)-2-fluoropyridin-3-yl)methylene)-6-(6-ethoxypyridin-3-yl)pyrazine-2-carbohydrazide N1CC(C1)OC=1C=C(C(=NC1)F)\C=N\NC(=O)C1=NC(=CN=C1)C=1C=NC(=CC1)OCC